4,4'-bis((E)-2-(4-methoxyphenyl)prop-1-en-1-yl)-2,2'-bipyridine COC1=CC=C(C=C1)/C(=C/C1=CC(=NC=C1)C1=NC=CC(=C1)\C=C(/C)\C1=CC=C(C=C1)OC)/C